2-((5-nitrothiazol-2-yl)carbamoyl)-3-(propylcarbamoyl)phenylacetate [N+](=O)([O-])C1=CN=C(S1)NC(=O)C1=C(C=CC=C1C(NCCC)=O)CC(=O)[O-]